COCC[C@@H](C(NC=1SC=C(N1)C1=CC(=CC=C1)C1=CC=NC=C1)=O)NC(OC(C)(C)C)=O (S)-tert-butyl (4-methoxy-1-oxo-1-((4-(3-(pyridin-4-yl)phenyl)thiazol-2-yl)amino)butan-2-yl)carbamate